CO[C@@H]1CN(CC1)C=1SC2=C(N=C(N=C2O)O)N1 2-[(3S)-3-methoxypyrrolidin-1-yl]thiazolo[4,5-d]pyrimidine-5,7-diol